[Si](C)(C)(C(C)(C)C)OC1CNCC1 3-((tert-butyldimethylsilyl)oxy)pyrrolidine